N-{[3-(4-{[(3S,4R)-3-fluoro-1-methylpiperidin-4-yl]amino}-1-(2,2,2-trifluoroethyl)-1H-indol-2-yl)-1,2,4-oxadiazol-5-yl]methyl}-2-(2-hydroxypropan-2-yl)pyridine-4-carboxamide F[C@H]1CN(CC[C@H]1NC1=C2C=C(N(C2=CC=C1)CC(F)(F)F)C1=NOC(=N1)CNC(=O)C1=CC(=NC=C1)C(C)(C)O)C